FC(C=1OC(=NN1)C1=CC(=C(C=C1)CN1N=NC(=C1)C1=CC(=C(C=C1)F)N1[C@@H]2CN([C@H](C1)C2)C)F)F 2-(difluoromethyl)-5-(3-fluoro-4-((4-(4-fluoro-3-((1S,4S)-5-methyl-2,5-diazabicyclo[2.2.1]heptan-2-yl)phenyl)-1H-1,2,3-triazol-1-yl)methyl)phenyl)-1,3,4-oxadiazole